C(C)(C)(C)OC(=O)N1[C@@H](COCC1)C=1C=C(C=C2CCN(CC12)C(=O)N1[C@H](COCC1)C)Cl (R)-3-(6-chloro-2-((S)-3-methylmorpholine-4-carbonyl)-1,2,3,4-tetrahydroisoquinolin-8-yl)morpholine-4-carboxylic acid tert-butyl ester